O=C1NC(CCC1NC(=O)C=1C=CC=C2CCNC12)=O N-(2,6-dioxopiperidin-3-yl)indoline-7-carboxamide